FC1(C[C@H](CC1)N1C=C2C(=NN(C(C2=CC1=O)=O)C)N[C@H](C)C1=C(C(=CC=C1)C(F)F)F)F 6-((S)-3,3-difluorocyclopentyl)-4-(((R)-1-(3-(difluoromethyl)-2-fluorophenyl)ethyl)amino)-2-methylpyrido[3,4-d]pyridazine-1,7(2H,6H)-dione